(S)-4-((3-fluoropropyl)(4-(5,6,7,8-tetrahydro-1,8-naphthyridin-2-yl)butyl)amino)-2-(pyrimidin-4-ylamino)butanoic acid FCCCN(CC[C@@H](C(=O)O)NC1=NC=NC=C1)CCCCC1=NC=2NCCCC2C=C1